ClC1=CC(=C(C=C1)C1=NC(=NC2=NC(=C(N=C12)C)C)N1CC(OCC1)C1COCC1)F 4-(4-chloro-2-fluorophenyl)-6,7-dimethyl-2-(2-(tetrahydro-3-furanyl)-4-morpholinyl)pteridine